C(CCC)C1=CC=C(C=C1)[Si](Cl)(Cl)C1=CC=C(C=C1)CCCC bis(4-butylphenyl)-dichlorosilane